C(C)(=O)C1=CN=C(S1)CN1CCOCC1 ((5-Acetylthiazol-2-yl)methyl)morpholine